C(#N)C1=CC(=C(C(=O)NC2=C(C=CC(=C2)C(NC2=C(C=C(C=C2Br)C(C(C(F)(F)F)(F)F)(C(F)(F)F)F)Br)=O)C#N)C=C1)C 4-cyano-N-[2-cyano-5-[[2,6-dibromo-4-[1,2,2,3,3,3-hexafluoro-1-(trifluoromethyl)propyl]phenyl]carbamoyl]phenyl]-2-methylbenzamide